5-nitro-1H-indole-4-carbonitrile [N+](=O)([O-])C1=C(C=2C=CNC2C=C1)C#N